OC1=C(N2C(C3=C(C=CC=C13)CCC1=CC=CC=C1)=NC=N2)C(=O)NCC(=O)O (6-hydroxy-10-phenethyl-[1,2,4]triazolo[5,1-a]isoquinoline-5-carbonyl)glycine